CN1N=C(C2=CC=C(C=C12)C(=O)OC)C Methyl 1,3-dimethyl-1H-indazole-6-carboxylate